tert-butyl (S)-(((tert-butoxycarbonyl)amino)(2-(3-(3-(trifluoromethyl)-4-(4-(4-(trifluoromethyl)phenyl)butoxy)phenyl)-1,2,4-oxadiazol-5-yl)pyrrolidin-1-yl)methylene)carbamate C(C)(C)(C)OC(=O)NC(N1[C@@H](CCC1)C1=NC(=NO1)C1=CC(=C(C=C1)OCCCCC1=CC=C(C=C1)C(F)(F)F)C(F)(F)F)=NC(OC(C)(C)C)=O